Methyl 2-(2-aminopyridin-4-yl)-3-isopropyl-1H-indole-5-carboxylate NC1=NC=CC(=C1)C=1NC2=CC=C(C=C2C1C(C)C)C(=O)OC